C(=CCCCC)P(O)(=O)CCCCCCCCCCCCCCCCCC hexenyl-octadecyl-phosphinic acid